5-chloro-2-(3,5-di-tert-butyl-2-hydroxyphenyl)-2H-benzotriazole ClC1=CC=2C(=NN(N2)C2=C(C(=CC(=C2)C(C)(C)C)C(C)(C)C)O)C=C1